Tert-butyl (2-methoxy-4-(methylsulfonyl)phenyl)carbamate COC1=C(C=CC(=C1)S(=O)(=O)C)NC(OC(C)(C)C)=O